C1(CC1)C1=NC=NC(=C1C=1N=CC2=C(N1)N(C(C=C2)=O)CC2=CC=C(C=C2)C2=NC=CC=C2OC(C)C)OC 2-(4-cyclopropyl-6-methoxypyrimidin-5-yl)-8-{[4-(3-isopropoxypyridin-2-yl)phenyl]methyl}pyrido[2,3-d]pyrimidin-7-one